5-undecen-1-aldehyde C(CCCC=CCCCCC)=O